I.S1C(=CC=C1)C(=O)O thiophene-2-carboxylate hydroiodide